C(C)(=O)O[C@H](C(=O)Cl)C [(1S)-2-chloro-1-methyl-2-oxo-ethyl] acetate